C(C)C=1N=C(C=2N=CN([C@H]3[C@H](O)[C@H](O)[C@@H](C(O)C(=O)[O-])O3)C2N1)O.[Na+].[Na+].C(C)C=1N=C(C=2N=CN([C@H]3[C@H](O)[C@H](O)[C@@H](C(O)C(=O)[O-])O3)C2N1)O Disodium 2-ethyl-5'-inosinate